O(OC(C)(C)C1=CC=CC=C1)C(C)(C)C1=CC=CC=C1 (Peroxybis(propan-2,2-diyl))dibenzen